7-chloro-5-(4-fluorophenyl)-1H-pyrazolo[4,3-g]Quinoline-6-carboxylic acid methyl ester COC(=O)C=1C(=NC2=CC3=C(C=C2C1C1=CC=C(C=C1)F)C=NN3)Cl